OC(COC(C=C)=O)COC1=CC=CC=C1 (2-hydroxy-3-phenoxypropyl)acrylate